FC=1C=C2C3(COC(C2=CC1)CNC)CC3 1-(6'-Fluorospiro[cyclopropane-1,4'-isochroman]-1'-yl)-N-methylmethanamine